benzyl (S)-6-(4-(methoxycarbonyl) phenyl)-4-(5-methylthiophene-2-yl)-3,6-dihydropyridine-1(2H)-carboxylate COC(=O)C1=CC=C(C=C1)[C@@H]1C=C(CCN1C(=O)OCC1=CC=CC=C1)C=1SC(=CC1)C